C(C)(C)(C)OC(=O)N=[S@](=O)(C=1C(=NC(=CC1)C)O[C@H]1C[C@H](CCC1)CCO[Si](C1=CC=CC=C1)(C1=CC=CC=C1)C(C)(C)C)N1[C@@H](CCC1)C(=O)OC methyl ((R)-N-(tert-butoxycarbonyl)-2-(((1R,3R)-3-(2-((tert-butyldiphenylsilyl)oxy)ethyl)cyclohexyl)oxy)-6-methylpyridine-3-sulfonimidoyl)-L-prolinate